3-(2-(2-(2-((4-(2,5-dioxo-2,5-dihydro-1H-pyrrol-1-yl)phenyl)sulfonamido)ethoxy)ethoxy)ethoxy)propanoic acid O=C1N(C(C=C1)=O)C1=CC=C(C=C1)S(=O)(=O)NCCOCCOCCOCCC(=O)O